2-(dichloromethyl)-4,5-dihydro-5-[4-(methylsulfonyl)-phenyl]-4-oxazol-methanol ClC(C=1OC(C(N1)CO)C1=CC=C(C=C1)S(=O)(=O)C)Cl